9,10-difluoro-6-((((2-methoxypyridin-4-yl)methyl)((S)-1-(6-nitropyridin-3-yl)pyrrolidin-3-yl)amino)methyl)-3-methyl-2H-[1,4]oxazino[2,3,4-ij]quinolin-7(3H)-one FC=1C=C2C(C(=CN3C2=C(C1F)OCC3C)CN([C@@H]3CN(CC3)C=3C=NC(=CC3)[N+](=O)[O-])CC3=CC(=NC=C3)OC)=O